C1(CC1)C1=C(C=CC(=C1)N1C[C@H]2CC[C@@H](C1)N2C)NC2=NC=C(C(=N2)NCCCN2C(OCCC2)=O)C(F)F 3-(3-((2-((2-cyclopropyl-4-((1R,5S)-8-methyl-3,8-diazabicyclo[3.2.1]octan-3-yl)phenyl)amino)-5-(difluoromethyl)pyrimidin-4-yl)amino)propyl)-1,3-oxazinan-2-one